FC1=C(C(=CC=C1)F)C1=NC=2C(=NNC2C=2C=C(N=C(C2N1)C)N1CCN(CC1)CC(C)(C)F)C 8-(2,6-difluorophenyl)-13-[4-(2-fluoro-2-methyl-propyl)piperazin-1-yl]-5,11-dimethyl-3,4,7,9,12-pentazatricyclo[8.4.0.02,6]tetradeca-1(10),2(6),4,7,11,13-hexaene